4-[2-chloro-4-(4-cyclobutoxy-pyrimidin-2-yl)-6-fluoro-phenoxy]-butyric acid ClC1=C(OCCCC(=O)O)C(=CC(=C1)C1=NC=CC(=N1)OC1CCC1)F